2-Ethyl-3-methyl-pent-1-en C(C)C(=C)C(CC)C